ClC1=CC(=C(C=C1)N1N=C2N=C(C=CC2=C1)N[C@H]1CN(CCC1)C)OC 2-(4-Chloro-2-methoxy-phenyl)-N-[(3R)-1-methyl-3-piperidyl]pyrazolo[3,4-b]pyridin-6-amine